[Si](C)(C)(C(C)(C)C)O[C@H](CN[C@H]1[C@H](N(CC1)C(=O)OC(C)(C)C)C)C tert-butyl (2R,3R)-3-(((S)-2-((tert-butyldimethylsilyl)oxy)propyl)amino)-2-methylpyrrolidine-1-carboxylate